3-Bromo-2-(2-fluoropropan-2-yl)pyridine BrC=1C(=NC=CC1)C(C)(C)F